(E)-N,N-diethyl-3-(4-(piperazin-1-yl)phenyl)acrylamide C(C)N(C(\C=C\C1=CC=C(C=C1)N1CCNCC1)=O)CC